C1(CC1)S(=O)(=O)N1N=CC(=C1)NC(C1=CN=C(C=C1NC(C)C)NC1=NC(=NC=C1)C=1C=NN(C1)S(=O)(=O)C1CC1)=O N-(1-(cyclopropylsulfonyl)-1H-pyrazol-4-yl)-6-((2-(1-(cyclopropylsulfonyl)-1H-pyrazol-4-yl)pyrimidin-4-yl)amino)-4-(isopropylamino)nicotinamide